C(C)(C)(C)OC(=O)N1C[C@@H]([C@H](C1)F)NC1=NC(=CC(=C1)F)C1=CN=C2N1C=C(N=C2)C(C)(C)C (3S,4S)-3-((6-(6-(tert-butyl)imidazo[1,2-a]pyrazin-3-yl)-4-fluoropyridin-2-yl)amino)-4-fluoropyrrolidine-1-carboxylic acid tert-butyl ester